BrC1=CC=C2C=C(N(C2=C1)CC1CC1)C=O 6-bromo-1-(cyclopropylmethyl)indole-2-carbaldehyde